FC=1C(=C(N)C(=CC1F)C)C 3,4-difluoro-2,6-dimethylaniline